(3R,5R)-5-(fluoromethyl)-3-methylpyrrolidin-2-one FC[C@H]1C[C@H](C(N1)=O)C